N-((S)-1,1-dicyclopropyl-3-oxo-3-((4-(((3S,5S)-2-oxo-5-(trifluoromethyl)pyrrolidin-3-yl)methyl)pyridin-2-yl)amino)propan-2-yl)-1-ethyl-1H-pyrazole-5-carboxamide C1(CC1)C([C@@H](C(NC1=NC=CC(=C1)C[C@@H]1C(N[C@@H](C1)C(F)(F)F)=O)=O)NC(=O)C1=CC=NN1CC)C1CC1